(R)-1-(6-bromo-2-pyridyl)ethylamine BrC1=CC=CC(=N1)[C@@H](C)N